C(=O)=C1NC(CCC1N1C(C2=CC=C(C=C2C1=C=O)NCC1=CC=C(C(=O)O)C=C1)=C=O)=C=O 4-(((2-(2,6-Dicarbonylpiperidin-3-yl)-1,3-Dicarbonylisoindolin-5-yl)amino)methyl)benzoic acid